C(C)(C)(C)C=1C=C(C=C(C1O)C(C)(C)C)C=1C(=C(C=CC1)C1=CC(=C(C(=C1)C(C)(C)C)O)C(C)(C)C)C1=CC(=C(C(=C1)C(C)(C)C)O)C(C)(C)C tris(3,5-di-tert-butyl-4-hydroxyphenyl)benzene